5-methyl-4H-isoxazole-5-carboxylate CC1(CC=NO1)C(=O)[O-]